NC1=NC=C(C(=N1)OC1CCC1)C(=O)NC=1C(N(C=CC1)C1CC1)=O 2-amino-4-(cyclobutoxy)-N-(1-cyclopropyl-2-oxo-3-pyridinyl)pyrimidine-5-carboxamide